FCS(=O)(=O)N[C@@H]1[C@@H](N(CC12CC2)C([C@@H](C)F)=O)CC=2C(=C(C=CC2)C2=CC(=CC(=C2)F)F)F 1-fluoro-N-((6S,7S)-5-((R)-2-fluoropropanoyl)-6-((2,3',5'-trifluoro-[1,1'-biphenyl]-3-yl)methyl)-5-azaspiro[2.4]heptan-7-yl)methanesulfonamide